1-oxo-2,8-diazaspiro[4.5]decane-8-carboxylic acid tert-butyl ester C(C)(C)(C)OC(=O)N1CCC2(CCNC2=O)CC1